OC1=C(C(=O)O)C=C(C=C1)\N=N\C1=NC=2C(=C3C(=NC2)NC=C3)N1N1CCCCC1 (E)-2-hydroxyl-5-((1-(piperidin-1-yl)-1,6-dihydroimidazo[4,5-d]pyrrolo[2,3-b]pyridin-2-yl)diazenyl)benzoic acid